N(=[N+]=[N-])C(C(CO[Si](C)(C)C(C)(C)C)Br)\C=C\C1=CC=CC=C1 (E)-((3-azido-2-bromo-5-phenylpent-4-en-1-yl)oxy)(tert-butyl)DIMETHYLSILANE